O1CCC(C2=NC=CC=C21)N 2h,3h,4h-pyrano[3,2-b]Pyridin-4-amine